N-Methyl-2-[(oxetan-3-yl)amino]-N-({[6-(trifluoromethoxy)-1,3-benzothiazol-2-yl]carbamoyl}methyl)acetamide CN(C(CNC1COC1)=O)CC(NC=1SC2=C(N1)C=CC(=C2)OC(F)(F)F)=O